CNC1=CC=C(C=C1)C1=CC2=C(N=CN=C2N2CCOCC2)N1COCC[Si](C)(C)C N-methyl-4-(4-morpholino-7-((2-(trimethylsilyl)ethoxy)methyl)-7H-pyrrolo[2,3-d]pyrimidin-6-yl)aniline